benzyl (S)-3-(4-(((tert-butoxycarbonyl)-amino)methyl)-1H-pyrazol-1-yl)pyrrolidine-1-carboxylate C(C)(C)(C)OC(=O)NCC=1C=NN(C1)[C@@H]1CN(CC1)C(=O)OCC1=CC=CC=C1